6-butyl-3-((4-(6-fluoro-2-methylpyridin-3-yl)phenyl)sulfonyl)-5-(2-phenylpiperidin-1-yl)pyridine-2,4-diol C(CCC)C1=C(C(=C(C(=N1)O)S(=O)(=O)C1=CC=C(C=C1)C=1C(=NC(=CC1)F)C)O)N1C(CCCC1)C1=CC=CC=C1